N1=C(C=CC=C1)CNS(=O)(=O)C1=CC=C(C=C1)C(C)(C)C N-(2-picolyl)p-tert-butylbenzenesulfonamide